C1(=CC=CC=C1)C(=O)[O-] C-phenylformate